FC1([C@H](C2=C(N(N=C2C(F)(F)F)C2CC(OCC2)C(F)(F)F)C1)O)F (4S)-5,5-difluoro-3-(trifluoromethyl)-1-[2-(trifluoromethyl)oxan-4-yl]-4,6-dihydrocyclopenta[c]pyrazol-4-ol